N-(4-(4-amino-5-(4-(cyclohexanecarbonyl)-3-methoxyphenyl)pyrazolo[5,1-f][1,2,4]triazin-6-yl)phenyl)acrylamide NC1=NC=NN2C1=C(C(=N2)C2=CC=C(C=C2)NC(C=C)=O)C2=CC(=C(C=C2)C(=O)C2CCCCC2)OC